potassium 2-ethylhexyl-hexane C(C)C(CCCCCCC)CCCC.[K]